(2-(4'-fluoro-[1,1'-biphenyl]-3-yl) propan-2-yl) carbamate C(N)(OC(C)(C)C=1C=C(C=CC1)C1=CC=C(C=C1)F)=O